14-butyl-5-imino-4-trideuteriomethyl-1-oxa-4,6-diazacyclotetradecane-2,7-dione C(CCC)C1CCCCCCC(NC(N(CC(O1)=O)C([2H])([2H])[2H])=N)=O